((R)-1-(((2R,3R,4S,5R)-5-(6-((tert-butoxycarbonyl)amino)-2-chloro-9H-purin-9-yl)-4-fluoro-3-hydroxytetrahydrofuran-2-yl)methoxy)-2-ethoxy-2-oxoethyl)phosphonic acid C(C)(C)(C)OC(=O)NC1=C2N=CN(C2=NC(=N1)Cl)[C@H]1[C@H]([C@@H]([C@H](O1)CO[C@@H](C(=O)OCC)P(O)(O)=O)O)F